(1R,2S,4R)-2-(hydroxymethyl)-4-isopropyl-2-(methoxymethyl)quinuclidin-3-one OC[C@]1(N2CCC(C1=O)(CC2)C(C)C)COC